3,3'-(butane-1,4-diyl)bis(1,2,4,5-tetramethylimidazolium) dihydroxide [OH-].[OH-].C(CCC[N+]1=C(N(C(=C1C)C)C)C)[N+]1=C(N(C(=C1C)C)C)C